C(CCC)N1N=C(C=C1C)C 1-butyl-3,5-dimethyl-1H-pyrazol